iron tris(isopropyl acetoacetate) C(C)(C)CC(CC(=O)[O-])=O.C(C)(C)CC(CC(=O)[O-])=O.C(C)(C)CC(CC(=O)[O-])=O.[Fe+3]